1-(3-dimethylamino-propyl)-3-ethylcarbodiimide hydrochloride Cl.CN(CCCN=C=NCC)C